2,2,2-trifluoro-1-[1'-[3-methoxy-4-[2-(trifluoromethoxy)ethoxy]benzoyl]-2,4-dimethyl-spiro[3,4-dihydropyrrolo[1,2-a]pyrazine-1,4'-piperidine]-6-yl]-ethanone FC(C(=O)C1=CC=C2N1C(CN(C21CCN(CC1)C(C1=CC(=C(C=C1)OCCOC(F)(F)F)OC)=O)C)C)(F)F